(S)-1'-(8-iodo[1,2,4]triazolo[4,3-c]pyrimidin-5-yl)-5,7-dihydrospiro[cyclopenta[b]pyridine-6,4'-piperidine]-7-amine IC=1C=2N(C(=NC1)N1CCC3(CC1)CC=1C(=NC=CC1)[C@H]3N)C=NN2